O(C1=CC=C(C=C1)CC(=O)O)C1=CC=C(C=C1)CC(=O)O oxybis-p-phenylenediacetic acid